C(#N)C1=C(C=NC2=C1OC[C@H]1N2CCN(C1)C(=O)OC(C)(C)C)/N=C/N(C)C tert-butyl (S,E)-4-cyano-3-(((dimethylamino)methylene)amino)-6a,7,9,10-tetrahydropyrazino[1,2-d]pyrido[3,2-b][1,4]oxazine-8(6H)-carboxylate